2-(3-((tert-butyldimethylsilyl)oxy)propyl)-6-methoxypyridine [Si](C)(C)(C(C)(C)C)OCCCC1=NC(=CC=C1)OC